(3-[2-(OXAN-4-YLOXY)ETHOXY]PHENYL)BORANEDIOL O1CCC(CC1)OCCOC=1C=C(C=CC1)B(O)O